NC=1C(=NN(C1)C1CCN(CC1)C(=O)OC(C)(C)C)C1CC1 tert-butyl 4-(4-amino-3-cyclopropyl-1H-pyrazol-1-yl)piperidine-1-carboxylate